methyl 4-((3-(1-(2-((tert-butoxycarbonyl) amino) ethyl)-1H-1,2,4-triazol-3-yl)-2-methoxyphenyl) amino)-6-chloropyridazine-3-carboxylate C(C)(C)(C)OC(=O)NCCN1N=C(N=C1)C=1C(=C(C=CC1)NC1=C(N=NC(=C1)Cl)C(=O)OC)OC